3-(methacryloxy)propyl-triethoxysilane (S)-benzyl-2-(1-(benzhydryloxy)-3-(3,4-dihydroxyphenyl)-2-methyl-1-oxopropan-2-yl)hydrazinecarboxylate C(C1=CC=CC=C1)OC(=O)NN[C@](C(=O)OC(C1=CC=CC=C1)C1=CC=CC=C1)(CC1=CC(=C(C=C1)O)O)C.C(C(=C)C)(=O)OCCC[Si](OCC)(OCC)OCC